(R)-2-((5-(2-(6-((1,3-dihydroxypropan-2-yl)(methyl)amino)-2-methylhexan-3-yl)-2,6-diazaspiro[3.4]oct-6-yl)-1,2,4-triazin-6-yl)oxy)-N-ethyl-5-fluoro-N-isopropylbenzamide fumarate C(\C=C\C(=O)O)(=O)O.OCC(CO)N(CCC[C@H](C(C)C)N1CC2(C1)CN(CC2)C=2N=CN=NC2OC2=C(C(=O)N(C(C)C)CC)C=C(C=C2)F)C